tert-butyl ((3-(ethylamino)tetrahydro-2H-pyran-3-yl)methyl)carbamate C(C)NC1(COCCC1)CNC(OC(C)(C)C)=O